S1C(=NC2=C1C=CC=C2)NC2=C(C(=C(N=N2)NC=2SC(=C(N2)C(=O)OCC)C=2C=NN(C2C)CC2(CCCCC2)CCCOC)C)C ethyl 2-({6-[(1,3-benzothiazol-2-yl) amino]-4,5-dimethylpyridazin-3-yl} amino)-5-(1-{[1-(3-methoxypropyl) cyclohexyl] methyl}-5-methyl-1H-pyrazol-4-yl)-1,3-thiazole-4-carboxylate